C(C)(C)(C)OC(=O)N1CC2(CCCC2)C(CC1)(O)CN1C=NC(=CC1=O)C1=C(C=CC=C1)F 10-((4-(2-fluorophenyl)-6-oxopyrimidin-1(6H)-yl)methyl)-10-hydroxy-7-azaspiro[4.5]Decane-7-carboxylic acid tert-butyl ester